di-sec-butylaminomethylsilane C(C)(CC)N(C(C)CC)C[SiH3]